2-(1,3-benzodioxole-5-yl)-4,6-bis(trichloromethyl)-1,3,5-triazine O1COC2=C1C=CC(=C2)C2=NC(=NC(=N2)C(Cl)(Cl)Cl)C(Cl)(Cl)Cl